4-(1-(1-(4-(trifluoromethyl)benzyl)-4-(3-(trifluoromethyl)phenyl)-1H-indole-7-carboxamido)cyclopropyl)benzoic acid FC(C1=CC=C(CN2C=CC3=C(C=CC(=C23)C(=O)NC2(CC2)C2=CC=C(C(=O)O)C=C2)C2=CC(=CC=C2)C(F)(F)F)C=C1)(F)F